CC=1C=C(C=CC1O)C(CCCCCCCCCCCCCCCCCC)C1=CC(=C(C=C1)O)C 1,1-bis(3-methyl-4-hydroxyphenyl)nonadecane